COC(=O)C12C(=NN(CO1)C(=O)O)C1=CC=C(C=C1C2)Cl 7-chloro-indeno[1,2-e][1,3,4]oxadiazine-2,4a(3H,5H)-dicarboxylic acid 4a-methyl ester